N[C@H](C(=O)NC1=C(C2=C(S1)CC(C2)C(=O)OCC)C(C2=C(C=CC=C2F)Cl)=O)C ethyl 2-[[(2S)-2-aminopropanoyl]amino]-3-(2-chloro-6-fluoro-benzoyl)-5,6-dihydro-4H-cyclopenta[b]thiophene-5-carboxylate